C(#N)C(C)(C)C1=C(C(=O)NC2=CC(=C(C=C2)C)NC=2C=CC=C3C(N(C=NC23)C)=O)C=CC=C1 1-cyano-1-methylethyl-N-[3-[(3,4-dihydro-3-methyl-4-oxo-8-quinazolinyl)amino]-4-methylphenyl]-benzamide